C1(=CC=CC=C1)C=1OC(=CC1)C1=CC=C(C=C1)C 2-phenyl-5-(p-tolyl)furan